5-[4-amino-5-(trifluoromethyl)pyrrolo[2,1-f][1,2,4]triazin-7-yl]-N-{4-fluoro-1-[(pyridin-3-yl)methyl]pyrrolidin-3-yl}-2-methoxypyridine-3-carboxamide NC1=NC=NN2C1=C(C=C2C=2C=C(C(=NC2)OC)C(=O)NC2CN(CC2F)CC=2C=NC=CC2)C(F)(F)F